COC(=O)C=1C=C2/C(/C(NC2=CC1)=O)=C(/Cl)\C1=CC2=C(OCO2)C=C1.BrC=1C=C2C(=NN(C(C2=CC1)=O)CC(=O)NC1=NC=NC=C1F)OC(F)F 2-[6-bromo-4-(difluoromethoxy)-1-oxophthalazin-2-yl]-N-(5-fluoropyrimidin-4-yl)acetamide methyl-(Z)-3-(benzo[d][1,3]dioxol-5-ylchloromethylene)-2-oxoindoline-5-carboxylate